2-(1-((6-(5-(((ethyl(propyl)carbamoyl)oxy)methyl)-1-methyl-1H-1,2,3-triazol-4-yl)-2-methylpyridin-3-yl)ethynyl)cyclopropyl)acetic acid C(C)N(C(=O)OCC1=C(N=NN1C)C1=CC=C(C(=N1)C)C#CC1(CC1)CC(=O)O)CCC